FC1(CCC(CC1)[C@H](NC(=O)C1=NON=C1C)C=1N=C2N(N=CC(=C2)[C@@H](CC(F)F)C2=NN=C3N2C=C(C=C3)F)C1)F N-[(S)-(4,4-Difluorocyclohexyl){7-[(1R)-3,3-difluoro-1-(6-fluoro-[1,2,4]triazolo[4,3-a]-pyridin-3-yl)propyl]imidazo[1,2-b]pyridazin-2-yl}methyl]-4-methyl-1,2,5-oxadiazole-3-carboxamide